(3Z)-1-bromo-9,9-diethoxy-3-nonene BrCC\C=C/CCCCC(OCC)OCC